O=C1NC(CCC1N1C(C2=CC=C(C=C2C1=O)OCCCCCN1CCN(CC1)C1=CC=C(C=C1)/C(=C(/CC)\C1=CC=CC=C1)/C1=CC=C(C=C1)O)=O)=O (E)-2-(2,6-dioxopiperidin-3-yl)-5-((5-(4-(4-(1-(4-hydroxyphenyl)-2-phenylbut-1-en-1-yl)phenyl)piperazin-1-yl)pentyl)oxy)isoindoline-1,3-dione